NC1=NC(=NN1S(=O)(=O)C1=CC2=CC=C(C=C2C=C1)CC#N)NC1=CC=C(C=C1)CC#N 2-[4-[[5-amino-1-[[6-(cyanomethyl)-2-naphthyl]sulfonyl]-1,2,4-triazol-3-yl]amino]phenyl]-acetonitrile